allyl-benzoxazepine C(C=C)C1=NOC2=C(C=C1)C=CC=C2